Cl.O1N=C(C=C1)C1=C2CCO[C@H](C2=CC=C1)CN |o1:11| rel-(R)-(5-(Isoxazol-3-yl)isochroman-1-yl)methanamine hydrochloride salt